C(C)N(CC)[Ta] (diethyl-amino)tantalum